C(CCCCC=CCC=CCC=CCCCCC)(=O)O 6,9,12-Octadecatrienoic acid